NC1=NN2C(C=3C=CC=C4C=CC=C(C2=O)C34)=N1 9-Amino-7a,8,10-triazacyclopenta[a]phenalen-7-one